FC1=C(C=C(C=C1B1OC(C(O1)(C)C)(C)C)F)C1(CCCC1)S(=O)(=O)N [2,5-difluoro-3-(4,4,5,5-tetramethyl-1,3,2-dioxaborolan-2-yl)phenyl]cyclopentanesulfonamide